(4-methyl-3-(S-methylsulfonimidoyl)phenyl)acetamide CC1=C(C=C(C=C1)CC(=O)N)S(=O)(=N)C